N-(3-chloro-5-methanesulfonamidophenyl)-4-{5-fluoro-3-[(5-fluoropyridin-3-yl)methoxy]pyridin-2-yl}thiophene-2-carboxamide ClC=1C=C(C=C(C1)NS(=O)(=O)C)NC(=O)C=1SC=C(C1)C1=NC=C(C=C1OCC=1C=NC=C(C1)F)F